CC1=CC=C(C(=N1)S(=O)(=O)NC=1C=CC=C2C=CC=NC12)C(F)(F)F 6-methyl-N-(quinolin-8-yl)-3-(trifluoromethyl)pyridine-2-sulfonamide